(1,1-dioxidobenzo[b]thiophen-3-yl)(morpholino)methanone O=S1(C2=C(C(=C1)C(=O)N1CCOCC1)C=CC=C2)=O